Dodecenoic acid CCCCCCCCCC=CC(=O)O